C(C)(=O)C=1C=CC(=NC1)N1CC(N(CC1)C(=O)OC(C)(C)C)CC.[O].[V].[Sn] tin-vanadium oxygen (+)-tert-butyl 4-(5-acetyl-2-pyridyl)-2-ethyl-piperazine-1-carboxylate